BrC1=CC=C(C=C1)N\N=C(\C(=O)OCC)/C=O Ethyl (2E)-2-[2-(4-bromophenyl)hydrazinylidene]-3-oxopropanoate